ClC=1C=C(C=C(C1)Cl)C1(CC(=NO1)C1=CC(=C(C(=O)NC2=C(C3=C(S2)CCCC3)C(=O)O)C=C1)C)C(F)(F)F 2-(4-(5-(3,5-dichlorophenyl)-5-(trifluoromethyl)-4,5-dihydro-isoxazol-3-yl)-2-methylbenzamido)-4,5,6,7-tetrahydrobenzo[b]thiophene-3-carboxylic acid